FC(C1=NN(C(C=2N1C1=C(C2)SC=C1)=O)CC(=O)NC1=NC=C(C=N1)F)F 2-(5-(difluoromethyl)-8-oxothieno[2',3':4,5]pyrrolo[1,2-d][1,2,4]triazin-7(8H)-yl)-N-(5-fluoropyrimidin-2-yl)acetamide